FC1(CC1)C(=O)N[C@H](C(=O)N1CC[C@H](C1)O)C(C)(C)C (2S,4r)-1-((S)-2-(1-fluorocyclopropan-carboxamido)-3,3-dimethylbutyryl)-4-hydroxypyrrolidin